CS(=O)(=O)C=1NC(=CC1)OC1=CC=CC=C1 2-(methylsulfonyl)-5-phenoxyazole